O=C1NC2=CC=C(C=C2C1)C(=O)N[C@H](C)C=1C=C(C=CC1)C (R)-2-oxo-N-(1-(m-tolyl)ethyl)indoline-5-carboxamide